NC=1N=C(C2=C(N1)C=CN(C2=O)CC2=CC=C(C=C2)CN2CCCC2)N[C@@H](C)CCC (S)-2-amino-4-(pentan-2-ylamino)-6-(4-(pyrrolidin-1-ylmethyl)benzyl)pyrido[4,3-d]pyrimidin-5(6H)-one